(2S,4R)-2-(2-(methoxymethyl)phenyl)-1-p-toluenesulfonyl-4-(trifluoromethyl)piperidine ethyl-2-(pyrrolidin-3-yl)acetate C(C)OC(CC1CNCC1)=O.COCC1=C(C=CC=C1)[C@H]1N(CC[C@H](C1)C(F)(F)F)S(=O)(=O)C1=CC=C(C)C=C1